ClC1=C(C=C(C=C1)F)C1C=2N(CC(N1)=O)C(=CC2C=O)C(=O)OC methyl 1-(2-chloro-5-fluorophenyl)-8-formyl-3-oxo-1,2,3,4-tetrahydropyrrolo[1,2-a]pyrazine-6-carboxylate